O1N=CC=C1C=1SC(=C(N1)C)C(=O)OC(C)(C)C tert-butyl 2-(isoxazol-5-yl)-4-methylthiazole-5-carboxylate